FC=1C=CC(=C(C1)C=1SC(=CN1)C(=O)OCC)CF ethyl 2-[5-fluoro-2-(fluoromethyl)phenyl]thiazole-5-carboxylate